C1(CC1)C=1SC(=CN1)C(=O)NC1=CC(=CC=C1)[C@H](C)NC=1N=C2C(=NC1)NC=C2C=2C=NN(C2)C (S)-2-cyclopropyl-N-(3-(1-((7-(1-methyl-1H-pyrazol-4-yl)-5H-pyrrolo[2,3-b]pyrazin-2-yl)amino)ethyl)phenyl)thiazole-5-carboxamide